ClC=1C(=C(C=C(C1)F)[C@@H]1COCC(N1)=O)CCl (R)-5-(3-chloro-2-(chloromethyl)-5-fluorophenyl)morpholin-3-one